FC=1C=CC(=C(C=O)C1)C=1NC=CN1 5-fluoro-2-(1H-imidazol-2-yl)benzaldehyde